CC1(OCCC1=O)C 2,2-dimethyldihydro-furan-3(2H)-one